ClC1=CC(=C(C=C1)NC(=O)N[C@H]1C(N(CCC1)C1=C(C=C(C=C1F)C1=C(C=CC=C1)P(=O)(CC)CC)F)=O)F 1-(4-Chloro-2-fluorophenyl)-3-[(3R)-1-[2'-(diethylphosphoryl)-3,5-difluoro-[1,1'-biphenyl]-4-yl]-2-oxopiperidin-3-yl]urea